2-{5-(dibenzothiophen-3-yl)-4'-phenyl-1,1'-biphenyl-3-yl}-4,6-diphenyl-1,3,5-triazine C1=CC(=CC=2SC3=C(C21)C=CC=C3)C=3C=C(C=C(C3)C3=CC=C(C=C3)C3=CC=CC=C3)C3=NC(=NC(=N3)C3=CC=CC=C3)C3=CC=CC=C3